C(C)(C)(C)OC(=O)N1C=CC2=CC(=CC(=C12)C)OS(=O)(=O)C(F)(F)F 7-methyl-5-(((trifluoromethyl)sulfonyl)oxy)-1H-indole-1-carboxylic acid tert-butyl ester